C(C)(=O)NC1=NC2=CC=CC=C2C(=C1)C.[K] Potassium 2-Acetamido-4-methylquinoline